FC1=CC=C2CC(CC(C2=C1)=O)C 7-fluoro-3-methyl-1,2,3,4-tetrahydronaphthalen-1-one